(R,Z)-1-((5-(dimethylamino)-2'-methyl-[1,1'-biphenyl]-2-yl)sulfonyl)-4-fluoro-N-(4-(methylsulfonyl)but-3-en-2-yl)piperidine-4-carboxamide CN(C=1C=CC(=C(C1)C1=C(C=CC=C1)C)S(=O)(=O)N1CCC(CC1)(C(=O)N[C@H](C)\C=C/S(=O)(=O)C)F)C